tert-butyl 3-(8-(2-(1-((tert-butyldimethylsilyl)oxy)ethyl)thieno[3,2-b]pyridin-7-yl)-6-cyano-3,4-dihydroquinolin-1(2H)-yl)pyrrolidine-1-carboxylate [Si](C)(C)(C(C)(C)C)OC(C)C1=CC2=NC=CC(=C2S1)C=1C=C(C=C2CCCN(C12)C1CN(CC1)C(=O)OC(C)(C)C)C#N